CC(C(=O)N1N=CC[C@H]1C1=CC=CC=C1)(C)C (S)-2,2-Dimethyl-1-(5-phenyl-4,5-dihydro-1H-pyrazol-1-yl)propan-1-on